C1(CCCCC1)[SiH](COC)COC cyclohexyl-bis(methoxymethyl)silane